IC(C(C(C(C(C(C(C(C(C(C(C(C(C(C(C(C(C(C(C(I)(I)I)(I)I)(I)I)(I)I)(I)I)(I)I)(I)I)(I)I)(I)I)(I)I)(I)I)(I)I)(I)I)(I)I)(I)I)(I)I)(I)I)(I)I)(I)I)(S(=O)(=O)O)I periodoeicosanesulfonic acid